OC1=CC=C(C=C1)C1(C(NC(N1)=O)=O)C1=CC=CC=C1 5-(4-Hydroxyphenyl)-5-phenylhydantoin